Tributyl-(vinyl)tin C(CCC)[Sn](C=C)(CCCC)CCCC